N,N'-dimethyl-N,N'-di(3-aminopropyl)tetramethylenediamine CN(CCCCN(CCCN)C)CCCN